2-bromo-5-((tert-butyldimethylsilyl)oxy)cyclohex-2-en-1-ol BrC=1C(CC(CC1)O[Si](C)(C)C(C)(C)C)O